p-Dodecyl-phenol C(CCCCCCCCCCC)C1=CC=C(C=C1)O